3-((3-amino-6-phenylpyridin-2-yl)carbamoyl)-3-fluoro-piperidine-1-carboxylic acid tert-butyl ester C(C)(C)(C)OC(=O)N1CC(CCC1)(F)C(NC1=NC(=CC=C1N)C1=CC=CC=C1)=O